C1(CC1)C#CC1CC1 2-cyclopropylethynylcyclopropane